CNS(=O)(=O)N1CC(C(C1)O)O N-methyl-3,4-dihydroxypyrrolidine-1-sulfonamide